bis(chloro)sulfimide ClS(=N)Cl